3-(5-[3-[(tert-butyldimethylsilyl)oxy]prop-1-yn-1-yl]-3-methyl-2-oxo-1,3-benzodiazol-1-yl)piperidine-2,6-dione [Si](C)(C)(C(C)(C)C)OCC#CC1=CC2=C(N(C(N2C)=O)C2C(NC(CC2)=O)=O)C=C1